N,N-bis(Hydroxyethyl)tetradecylamine OCCN(CCO)CCCCCCCCCCCCCC